C(\C=C\C(=O)O)(=O)O.BrC1=C(C(C(=O)O)=CC(=C1)Br)O 3,5-dibromosalicylic acid fumarate